2',2'''-(4-(methoxy)pyridine-2,6-diyl)bis(4'-isopropyl-5-methyl-3-((3r,5r,7r)-3,5,7-trimethyladamantan-1-yl)-[1,1'-biphenyl]-2-ol) COC1=CC(=NC(=C1)C1=C(C=CC(=C1)C(C)C)C=1C(=C(C=C(C1)C)C12CC3(CC(CC(C1)(C3)C)(C2)C)C)O)C2=C(C=CC(=C2)C(C)C)C=2C(=C(C=C(C2)C)C23CC1(CC(CC(C2)(C1)C)(C3)C)C)O